CN1N=C(C=C1C1CCC(CC1)N1C[C@]2(CCS(C2)(=O)=O)CC1)C(F)(F)F (R)-7-((1r,4R)-4-(1-Methyl-3-(trifluoromethyl)-1H-pyrazol-5-yl)cyclohexyl)-2-thia-7-azaspiro[4.4]nonane 2,2-dioxide